COC(C1=CC(=CC=C1)C=1C=NN(C1)CF)=O 3-(1-(fluoromethyl)-1H-pyrazol-4-yl)benzoic acid methyl ester